N-(5-(((2,2-dimethylcyclopentyl)methyl)carbamoyl)-2-methylpyridin-3-yl)-2-(1-methyl-1H-pyrazol-4-yl)-1H-pyrrolo[2,3-b]pyridine-5-carboxamide CC1(C(CCC1)CNC(=O)C=1C=C(C(=NC1)C)NC(=O)C=1C=C2C(=NC1)NC(=C2)C=2C=NN(C2)C)C